6-Amino-2-fluoro-3-(4'-methoxy-1',2'-dihydrospiro[cyclopropane-1,3'-pyrrolo[2,3-b]pyridin]-5'-yl)-N,N-dimethylbenzamide NC1=CC=C(C(=C1C(=O)N(C)C)F)C=1C(=C2C(=NC1)NCC21CC1)OC